4-[[(5RS)-3-(3-fluorophenyl)-5-methyl-4H-isoxazole-5-carbonyl]amino]tetrahydrofuran-2-carboxylic acid benzyl ester C(C1=CC=CC=C1)OC(=O)C1OCC(C1)NC(=O)[C@]1(CC(=NO1)C1=CC(=CC=C1)F)C |r|